(R)-2-((2-Methyl-6-(trifluoromethyl)pyridin-3-yl)sulfonyl)-7-morpholino-5-oxa-2-azaspiro[3.4]octane CC1=NC(=CC=C1S(=O)(=O)N1CC2(C1)OC[C@@H](C2)N2CCOCC2)C(F)(F)F